FC1=C(C(=NN1C1=C(C=C(C=C1)F)F)OC)C(F)(F)F 5-fluoro-1-(2,4-difluorophenyl)-3-methoxy-4-trifluoromethylpyrazole